C1(CCC1)CN1N=C(C(=C1)NC(=O)C=1N=C(SC1)C=1C=NNC1)OC N-[1-(cyclobutylmethyl)-3-methoxy-1H-pyrazol-4-yl]-2-(1H-pyrazol-4-yl)-1,3-thiazole-4-carboxamide